copper triphenylphosphine fluoride [F-].C1(=CC=CC=C1)P(C1=CC=CC=C1)C1=CC=CC=C1.[Cu+2].[F-]